COC(CCCS)=N methyl-4-mercaptobutyrimidate